butyl 2-(4-((5-(dimethylamino)thiophen-2-yl)methylene)-5-oxo-4,5-dihydroisoxazol-3-yl)acetate CN(C1=CC=C(S1)C=C1C(=NOC1=O)CC(=O)OCCCC)C